tert-butyl-3-((2-methyl-2H-tetrazol-5-yl) (phenyl) methyl)-3,6-diazabicyclo[3.1.1]heptane-6-carboxylate C(C)(C)(C)OC(=O)N1C2CN(CC1C2)C(C2=CC=CC=C2)C=2N=NN(N2)C